1H-indene-1-ide [CH-]1C=CC2=CC=CC=C12